8-methyl-2-[4-(4-methylpiperazin-1-yl)anilino]-6-(2-phenylpiperazin-1-yl)pyrido[2,3-d]pyrimidin-7-one CN1C(C(=CC2=C1N=C(N=C2)NC2=CC=C(C=C2)N2CCN(CC2)C)N2C(CNCC2)C2=CC=CC=C2)=O